2-(2-Fluorophenyl)-6-(pyrazol-1-ylmethyl)-6,7-dihydro-5H-pyrazolo[5,1-b][1,3]oxazine-3-carboxylic acid FC1=C(C=CC=C1)C1=NN2C(OCC(C2)CN2N=CC=C2)=C1C(=O)O